C(C)(C)(C)OC(=O)N1C(=C(C2=NC=3CN(CCC3C=C21)C(=O)OC(C)(C)C)C=2CCOCC2)C2=CC(=NC(=C2)C)C 3-(3,6-dihydro-2H-pyran-4-yl)-2-(2,6-dimethylpyridin-4-yl)-7,8-dihydro-1H-pyrrolo[3,2-b][1,7]naphthyridine-1,6(5H)-dicarboxylic acid di-tert-butyl ester